methyl 2-[4-(5-amino-4-cyano-1-isopropylpyrazol-3-yl)phenyl]acetate NC1=C(C(=NN1C(C)C)C1=CC=C(C=C1)CC(=O)OC)C#N